C1(CC1)C1=CC=C2C(=N1)C(CN2C2=CC(=NC=N2)NC=2C=CC(=NC2[N+](=O)[O-])NCCN(C)C)(C)C N5-(6-(5-cyclopropyl-3,3-dimethyl-2,3-dihydro-1H-pyrrolo[3,2-b]pyridin-1-yl)pyrimidin-4-yl)-N2-(2-(dimethylamino)ethyl)-6-nitropyridin-2,5-diamine